C1(=CC=C(C=C1)OC1=C2CCC(C2=CC=C1[N+](=O)[O-])OP(=O)(N1CC1)N1CC1)C1=CC=CC=C1 Di(aziridin-1-yl)phosphinic acid 4-([1,1'-biphenyl]-4-yloxy)-5-nitro-2,3-dihydro-1H-inden-1-yl ester